7-methoxy-2-oxo-1H-quinoline-3-carboxylic acid COC1=CC=C2C=C(C(NC2=C1)=O)C(=O)O